N-(1''-(3-(oxiran-2-yl)benzoyl)dispiro[cyclopropane-1,1'-cyclohexane-4',3''-indolin]-5''-yl)methanesulfonamide O1C(C1)C=1C=C(C(=O)N2CC3(C4=CC(=CC=C24)NS(=O)(=O)C)CCC2(CC3)CC2)C=CC1